CC1=CC=C(C=C1)S(=O)(=O)NC1=CC=CC=C1 N-p-toluenesulfonylaniline